ON=C1CCC=2NC3=CC=CC=C3C2C1 N-hydroxy-1,2,4,9-tetrahydro-3H-carbazol-3-imine